2-[3-(Ethylsulfonyl)-6-fluoropyridin-2-yl]-1-methyl-5-(trifluoromethyl)-1H-benzimidazole C(C)S(=O)(=O)C=1C(=NC(=CC1)F)C1=NC2=C(N1C)C=CC(=C2)C(F)(F)F